C(C)(C)(C)[S@](=O)N[C@H](C)C=1C=C(C=C(C1)OC)C=1C=C(SC1)C(=O)OCC1=CC=CC=C1 benzyl 4-[3-[(1R)-1-[[(S)-tert-butylsulfinyl]amino]ethyl]-5-methoxy-phenyl]thiophene-2-carboxylate